N-(2-(thien-2-yl)ethyl)pyrimidin-5-amine S1C(=CC=C1)CCNC=1C=NC=NC1